ClC=1C=2C(N=C3N(C2C=CC1)C1=CC=C(C=C1C31CCCCC1)C1CCC(CC1)O)=O 4'-chloro-9'-(4-hydroxycyclohexyl)-5'H-spiro[cyclohexane-1,7'-indolo[1,2-a]quinazolin]-5'-one